chromeno[4,3-c]pyrazole-3-carboxamide N=1N=C(C=2C1C=1C=CC=CC1OC2)C(=O)N